2,2,7,7-tetramethyloctanedioic acid CC(C(=O)O)(CCCCC(C(=O)O)(C)C)C